3-(3-aminopropyl)aminopropyl-triisopropoxysilane NCCCNCCC[Si](OC(C)C)(OC(C)C)OC(C)C